N-(2-amino-3-fluoro-4-((3-(4-(trifluoromethyl)phenyl)propyl)amino)phenyl)heptanamide NC1=C(C=CC(=C1F)NCCCC1=CC=C(C=C1)C(F)(F)F)NC(CCCCCC)=O